7'-((1-Acetylpiperidin-4-yl)amino)-2',3'-dihydro-1'H-spiro[cyclopropane-1,4'-isoquinolin]-1'-one C(C)(=O)N1CCC(CC1)NC1=CC=C2C3(CNC(C2=C1)=O)CC3